7-fluoro-4-((1r,3r)-3-hydroxycyclobutyl)-8-(2,3,5-trifluorophenyl)quinoline-3-carboxylic acid FC1=CC=C2C(=C(C=NC2=C1C1=C(C(=CC(=C1)F)F)F)C(=O)O)C1CC(C1)O